FC=1C=C2C(=NC1)NC=C2C2=NN1C(C(=N2)N[C@@H]2[C@H](C3CCC2CC3)C(=O)O)=NC=C1 (2S,3S)-3-((2-(5-fluoro-1H-pyrrolo[2,3-b]pyridin-3-yl)imidazo[2,1-f][1,2,4]triazin-4-yl)amino)bicyclo[2.2.2]octane-2-carboxylic acid